di-(isopropylidene)benzene C(C)(C)=C1C(C=CC=C1)=C(C)C